C(=C)[Si](OC(C)=O)(OC(C)=O)OC(C)=O Vinyltriacetoxysilan